CN1CCC(CC1)N1N=CC(=C1)C1=CC=C(C=C1)S(=O)(=O)N1CCC=CC1 1-((4-(1-(1-methylpiperidine-4-yl)-1H-pyrazol-4-yl)phenyl)sulfonyl)-1,2,3,6-tetrahydropyridine